(Z)-2-benzylideneimidazo[1,2-a]pyridin-3(2H)-one C(/C1=CC=CC=C1)=C\1/N=C2N(C=CC=C2)C1=O